[1-methyl-1-[7-[1-[4-(pentafluoro-lambda6-sulfanyl)benzoyl]-4-piperidyl]-3H-imidazo[4,5-b]pyridin-2-yl]ethyl] acetate C(C)(=O)OC(C)(C1=NC=2C(=NC=CC2C2CCN(CC2)C(C2=CC=C(C=C2)S(F)(F)(F)(F)F)=O)N1)C